N-(2-thienyl)isoquinolinium S1C(=CC=C1)[N+]1=CC2=CC=CC=C2C=C1